tert-butyl (R)-2-(4-chloro-2-(6-((5-fluoro-3-methyl-2,4-dioxo-3,4-dihydropyrimidin-1(2H)-yl)methyl)pyrrolo[2,1-f][1,2,4]triazin-4-yl)-6-methylbenzyl)morpholine-4-carboxylate ClC1=CC(=C(C[C@@H]2CN(CCO2)C(=O)OC(C)(C)C)C(=C1)C)C1=NC=NN2C1=CC(=C2)CN2C(N(C(C(=C2)F)=O)C)=O